COC1=CC=C(C=C1)NC=1SC=CN1 N-p-methoxyphenyl-thiazol-2-amine